9,9',9'',9'''-(4-(4,6-diphenyl-1,3,5-triazin-2-yl)-6-(6-phenylpyridin-2-yl)benzene-1,2,3,5-tetrayl)tetrakis(3,6-dimethyl-9H-carbazole) C1(=CC=CC=C1)C1=NC(=NC(=N1)C1=CC=CC=C1)C1=C(C(=C(C(=C1N1C2=CC=C(C=C2C=2C=C(C=CC12)C)C)C1=NC(=CC=C1)C1=CC=CC=C1)N1C2=CC=C(C=C2C=2C=C(C=CC12)C)C)N1C2=CC=C(C=C2C=2C=C(C=CC12)C)C)N1C2=CC=C(C=C2C=2C=C(C=CC12)C)C